ClC=1C(=C(C=CC1Cl)NC1=NC=NC2=CC(=C(C=C12)OC1CCN(CC1)CC=1C=C2C(N(C(C2=CC1F)=O)C1C(NC(CC1)=O)=O)=O)OC)F 5-((4-((4-((3,4-dichloro-2-fluorophenyl)amino)-7-methoxyquinazolin-6-yl)oxy)piperidin-1-yl)methyl)-2-(2,6-dioxopiperidin-3-yl)-6-fluoroisoindoline-1,3-dione